[Ca].FC1=C(C=C(C=C1F)F)C(CC=C)O (2,3,5-trifluorophenyl)but-3-en-1-ol calcium